(S)-4-(5-(3-((6-bromo-2-((S)-3-carboxybutanoyl)isoindolin-5-yl)oxy)propoxy)-6-methoxyisoindolin-2-yl)-2-methyl-4-oxobutanoic acid BrC1=C(C=C2CN(CC2=C1)C(C[C@H](C)C(=O)O)=O)OCCCOC=1C=C2CN(CC2=CC1OC)C(C[C@@H](C(=O)O)C)=O